N1(CCOCC1)SSN1CCOCC1 4-(4-morpholinyldisulfanyl)morpholine